F[C@H]1C[C@](N(C1)C(=O)OC(C)(C)C)(C)CO (2r,4s)-tert-butyl 4-fluoro-2-(hydroxymethyl)-2-methylpyrrolidine-1-carboxylate